C(C)(C)(C)C1N(CCN(C1)C(C)(C)C)C=1C(=NC=C(C1)Br)[N+](=O)[O-] tert-butyl-1-(5-bromo-2-nitropyridin-3-yl)-4-(tert-butyl)piperazine